[2-(2,6-dioxopiperidin-3-yl)-3-oxo-2,3-dihydro-1H-isoindol-5-yl]methyl N-(3,5-dimethylphenyl)carbamate CC=1C=C(C=C(C1)C)NC(OCC=1C=C2C(N(CC2=CC1)C1C(NC(CC1)=O)=O)=O)=O